N-(5-(((3R,5'S)-6-methoxy-5'-methyl-1H-spiro[furo[3,4-c]pyridine-3,3'-pyrrolidin]-1'-yl)methyl)thiazol-2-yl)acetamide COC1=CC2=C(C=N1)[C@]1(CN([C@H](C1)C)CC1=CN=C(S1)NC(C)=O)OC2